tert-butyl (2S)-2-[[7-(8-chloro-1-naphthyl)-4-(trifluoromethylsulfonyloxy)-6,8-dihydro-5H-pyrido[3,4-d]pyrimidin-2-yl]oxymethyl]pyrrolidine-1-carboxylate ClC=1C=CC=C2C=CC=C(C12)N1CC=2N=C(N=C(C2CC1)OS(=O)(=O)C(F)(F)F)OC[C@H]1N(CCC1)C(=O)OC(C)(C)C